C(#N)C1=C2CCCC2=CC=C1NC([C@H](CCNC(OC(C)(C)C)=O)NC(=O)[C@H]1N(CC2=CC=CC=C2C1)C(CCC(C1=CC=CC=C1)=O)=O)=O tert-butyl ((S)-4-((4-cyano-2,3-dihydro-1H-inden-5-yl)amino)-4-oxo-3-((S)-2-(4-oxo-4-phenylbutanoyl)-1,2,3,4-tetrahydroisoquinoline-3-carboxamido) butyl)carbamate